[N-](S(=O)(=O)C(F)(F)C(F)(F)F)S(=O)(=O)C(F)(F)C(F)(F)F.C(CCCCCCCCCCCCCCC)[N+]1=CC=C(C=C1)C 1-hexadecyl-4-methylpyridinium bispentafluoroethylsulfonylimide